chlorobis(2-methoxyphenyl)phosphine ClP(C1=C(C=CC=C1)OC)C1=C(C=CC=C1)OC